7-bromo-4-chloro-3-methylbenzo[b]thiophene-2-carboxylic acid ethyl ester C(C)OC(=O)C1=C(C2=C(S1)C(=CC=C2Cl)Br)C